C1=C(C=CC2=CC=CC=C12)C1(C2=CC=CC=C2C=2C=CC=CC12)C1=CC=CC=C1 9-(naphthalen-2-yl)9-phenyl-9H-fluorene